ClC=1C=C(C=CC1)C1(CCCCC=2N=C3N(C=C(C=C3)C=3C=NC(=NC3)N3CCOCC3)C21)O 10-(3-chlorophenyl)-2-(2-morpholinylpyrimidin-5-yl)-7,8,9,10-tetrahydro-6H-cyclohepta[4,5]imidazo[1,2-a]pyridin-10-ol